BrC=1C=C(O[C@H](C(=O)OC)C)C=C(C1)O methyl (S)-2-(3-bromo-5-hydroxyphenoxy)propanoate